4-((2-(1H-pyrazol-4-yl)ethyl)amino)-N-(2-(3-fluorophenyl)-2-methylpropyl)-5,6-dimethylpyrimidine-2-carboxamide N1N=CC(=C1)CCNC1=NC(=NC(=C1C)C)C(=O)NCC(C)(C)C1=CC(=CC=C1)F